ClC=1C(N(C(=CC1OCC1=NC=C(C=C1F)F)C)C1=CC(=NC=C1C)C(=O)N(C)OC)=O 3-chloro-4-((3,5-difluoropyridin-2-yl)methoxy)-N-methoxy-N,5',6-trimethyl-2-oxo-2H-[1,4'-bipyridin]-2'-amide